potassium cumenesulphonate CC(C)C1=CC=CC=C1S(=O)(=O)[O-].[K+]